C(C)(C)(C)C1=CC=C(C(=O)NC2=C(C(=CC=C2)C=2N=C(C(N(C2)C)=O)NC2=CC=C(C=C2)C(=O)N2CCOCC2)C)C=C1 4-(tert-butyl)-N-(2-methyl-3-(4-methyl-6-((4-(morpholin-4-carbonyl)phenyl)amino)-5-oxo-4,5-dihydropyrazin-2-yl)phenyl)benzamide